C(C)N1C(N(C([C@]12CCN(CCC2)CC2CCOCC2)=O)C2=CC=C(C=C2)C(F)(F)F)=O (S)-1-ethyl-8-((tetrahydro-2H-pyran-4-yl)methyl)-3-(4-(trifluoromethyl)phenyl)-1,3,8-triazaspiro[4.6]undecane-2,4-dione